C(C)(C)(C)OC(=O)N1CC(C(CC1)OC([C@@H](NC(=O)OCC1=CC=CC=C1)C)=O)(F)F 4-((((Benzyloxy)carbonyl)-L-alanyl)oxy)-3,3-difluoropiperidine-1-carboxylic acid tert-butyl ester